(-)-3-Hydroxy-4-(4-methylbenzyl)dihydrofuran-2(3H)-one OC1C(OCC1CC1=CC=C(C=C1)C)=O